O1N=NN=CC=CC=CC=CC=2C1=CC=CC2C#N benzoxatriazacyclotridecine-12-carbonitrile